1-(2-((2,2-difluorobenzo[d][1,3]dioxol-5-yl)amino)-5-methylpyridin-4-yl)-N-(1-amino-3-phenylpropan-2-yl)-1H-imidazole-4-carboxamide FC1(OC2=C(O1)C=CC(=C2)NC2=NC=C(C(=C2)N2C=NC(=C2)C(=O)NC(CN)CC2=CC=CC=C2)C)F